ClC1=CC(=NC2=NC(=CC(=C12)C)C)NC1CCN(CC1)C 4-chloro-5,7-dimethyl-N-(1-methylpiperidin-4-yl)-1,8-naphthyridin-2-amine